Ethyl 2',5'-dichloro-1-(1-hydroxy-3-methylbutan-2-yl)-6'-methoxy-4-oxo-1,4-dihydro-[2,3'-bipyridine]-5-carboxylate ClC1=NC(=C(C=C1C=1N(C=C(C(C1)=O)C(=O)OCC)C(CO)C(C)C)Cl)OC